6-(3-fluoro-2-methylphenyl)-5-(trifluoromethyl)pyridin-2-amine FC=1C(=C(C=CC1)C1=C(C=CC(=N1)N)C(F)(F)F)C